(3,4-Diaminophenyl)dimethylphosphine oxide NC=1C=C(C=CC1N)P(C)(C)=O